C(C)(C)(C)OC(=O)N1CCC2(CC1)OC1=C(C2)C=C(C(=C1)C(=O)O)C(=O)O 1'-(tert-butoxycarbonyl)-3H-spiro[benzofuran-2,4'-piperidine]-5,6-dicarboxylic Acid